5-[6-[4-[2-[4-[4-(2,6-dioxo-3-piperidyl)phenyl]-1-piperidyl]acetyl]piperazin-1-yl]-3-pyridyl]-3-[3-[[ethyl(methyl)sulfamoyl]amino]-2,6-difluoro-benzoyl]-1H-pyrrolo[2,3-b]pyridine O=C1NC(CCC1C1=CC=C(C=C1)C1CCN(CC1)CC(=O)N1CCN(CC1)C1=CC=C(C=N1)C=1C=C2C(=NC1)NC=C2C(C2=C(C(=CC=C2F)NS(N(C)CC)(=O)=O)F)=O)=O